tri-isononyl-aluminum C(CCCCCC(C)C)[Al](CCCCCCC(C)C)CCCCCCC(C)C